C(C=C)(=O)OOC1=C(C=CC=C1)CCCCCCCCC nonylphenoxy acrylate